S1C(=NC2=C1C=CS2)C=2CCN(CC2)C(=O)OC(C)(C)C tert-Butyl 4-(thieno[2,3-d]thiazol-2-yl)-3,6-dihydropyridine-1(2H)-carboxylate